FC(OC1=CC=C(C=C1)NC1CCN(CC1)S(=O)(=O)C1=CC=C(C=C1)C1=CC=C(C=C1)C#N)(F)F 4'-[(4-{[4-(trifluoromethoxy)phenyl]Amino}piperidin-1-yl)sulfonyl]-[1,1'-biphenyl]-4-carbonitrile